[2-(2,6-dioxopiperidin-3-yl)-4-methoxy-3-oxo-2,3-dihydro-1H-isoindol-5-yl]methyl N-{4-[2-(difluoromethyl)phenoxy]-2-fluorophenyl}carbamate FC(C1=C(OC2=CC(=C(C=C2)NC(OCC=2C(=C3C(N(CC3=CC2)C2C(NC(CC2)=O)=O)=O)OC)=O)F)C=CC=C1)F